zirconium-titanium-nickel-vanadium-copper [Cu].[V].[Ni].[Ti].[Zr]